OC(CCCCCCCCCCCCC)P(O)(O)=O α-hydroxytetradecylphosphonic acid